COC(=O)C=1C(C2=C(NC1C(F)F)COC2=O)C=2C=NC=C(C2C(C)F)F 2-(difluoromethyl)-4-(5-fluoro-4-(1-fluoroethyl)pyridin-3-yl)-5-oxo-1,4,5,7-tetrahydrofurano[3,4-b]pyridine-3-carboxylic acid methyl ester